COC(C(CC(C)C)N1C(C(=NC(=C1)C=COCC)OC)=O)=O 2-(5-(2-ethoxyvinyl)-3-methoxy-2-oxopyrazin-1(2H)-yl)-4-methylpentanoic acid methyl ester